2-(2,6-dioxopiperidin-3-yl)-1,3-dioxoisoindolin-5-yl sulfurofluoridate S(OC=1C=C2C(N(C(C2=CC1)=O)C1C(NC(CC1)=O)=O)=O)(=O)(=O)F